N-[(1-hydroxycyclobutyl)methyl]-3-oxo-2-(pyridin-3-yl)-6-[4-(trifluoromethyl)phenyl]-2,3-dihydropyridazine-4-carboxamide OC1(CCC1)CNC(=O)C=1C(N(N=C(C1)C1=CC=C(C=C1)C(F)(F)F)C=1C=NC=CC1)=O